C1COCCN1P(=O)(O)OC[C@@H]2[C@H]([C@H]([C@@H](O2)N3C=NC4=C(N=CN=C43)N)O)O The molecule is an organic phosphoramidate obtained by formal condensation of the phosphate group of AMP with the amino group of L-morpholine. It has a role as a Mycoplasma genitalium metabolite. It is a member of morpholines and an organic phosphoramidate. It derives from an adenosine 5'-monophosphate.